N-[(5-Chlorothiophen-2-yl)methyl]-3-{1-[(4-methoxyphenyl)methyl]piperidin-4-yl}-1H-pyrazol-5-amin ClC1=CC=C(S1)CNC1=CC(=NN1)C1CCN(CC1)CC1=CC=C(C=C1)OC